C(C)(=O)N1CC(CC1)CN1C(C2=CC=C(C=C2CC1)C(=O)O)=O 2-((1-acetyltetrahydropyrrole-3-yl)methyl)-1-oxo-1,2,3,4-tetrahydroisoquinoline-6-carboxylic acid